ClC=1C=C2C(=NC1OC)C=C(N2C)C2=NN(C(=N2)C(=O)N(C)C)CC2=CC=C(C=C2)OC 3-(6-chloro-5-methoxy-1-methyl-1H-pyrrolo[3,2-b]pyridin-2-yl)-1-(4-methoxybenzyl)-N,N-dimethyl-1H-1,2,4-triazole-5-carboxamide